C(CCCCC)N(C1=CC=CC=C1)C1=CC=CC=C1 N-hexyl-diphenylamine